(1R,3R,4R)-3-acetamido-N-((S)-(2,3-dichloro-6-fluoro-5-hydroxyphenyl)(4-fluorobicyclo[2.2.1]heptan-1-yl)methyl)-4-fluorocyclopentane-1-carboxamide C(C)(=O)N[C@@H]1C[C@H](C[C@H]1F)C(=O)N[C@@H](C12CCC(CC1)(C2)F)C2=C(C(=CC(=C2F)O)Cl)Cl